2-(2,5-DIMETHYLPHENYL)-1H-INDOLE-3-CARBALDEHYDE CC1=C(C=C(C=C1)C)C=1NC2=CC=CC=C2C1C=O